ClC1=NN2C(N=CC(=C2[C@H](C)OC)NC2=CC=C(C=C2)[C@@H](C(F)(F)F)N(C(=O)C2CN(CC2)C)C)=N1 N-[(1S)-1-[4-({2-chloro-7-[(1S)-1-methoxyethyl]-[1,2,4]triazolo[1,5-a]pyrimidin-6-yl}amino)phenyl]-2,2,2-trifluoroethyl]-N,1-dimethylpyrrolidine-3-carboxamide